N[C@H]1CS(C2=C(N(C1=O)CC1=CC=C(C=C1)Cl)C=C(C(=C2)F)C=2OC(=NN2)CCS(=O)(=O)C)(=O)=O (3R)-3-amino-5-[(4-chlorophenyl)methyl]-8-fluoro-7-[5-(2-methylsulfonylethyl)-1,3,4-oxadiazol-2-yl]-1,1-dioxo-2,3-dihydro-1lambda6,5-benzothiazepin-4-one